C(#N)C=1C=C2/C(/C(NC2=CC1)=O)=C\1/NC2=CC=CC=C2/C1=N\OCCN1[C@@H](CCC1)C(=O)OC(C)(C)C tert-butyl (2-((((2Z,3E)-5'-cyano-2'-oxo-[2,3'-biindolinylidene]-3-ylidene)amino)oxy)ethyl)prolinate